6-(7-(1H-imidazol-2-yl)imidazo[1,2-a]pyridin-3-yl)-N-((3S,4S)-4-fluoropiperidin-3-yl)pyridin-2-amine N1C(=NC=C1)C1=CC=2N(C=C1)C(=CN2)C2=CC=CC(=N2)N[C@H]2CNCC[C@@H]2F